ClC1=CC(=C(C=C1)[C@H]1C=CC=2C=CC=3CCNC(C3C2O1)C)F (2R)-2-(4-chloro-2-fluorophenyl)-10-methyl-7,8,9,10-tetrahydro-2H-pyrano[3,2-H]isoquinoline